(1R)-2-[tert-butyl(dimethyl)silyl]oxy-1-phenyl-ethanamine [Si](C)(C)(C(C)(C)C)OC[C@H](N)C1=CC=CC=C1